tert-Butyl (5S,8S,11S)-8-(2-(tert-butoxy)-2-oxoethyl)-5-(naphthalen-2-ylmethyl)-3,6,9-trioxo-1-phenyl-11-((4-(trifluoromethoxy)phenyl)carbamoyl)-2-oxa-4,7,10-triazatetradecan-14-oate C(C)(C)(C)OC(C[C@H](NC([C@@H](NC(OCC1=CC=CC=C1)=O)CC1=CC2=CC=CC=C2C=C1)=O)C(N[C@@H](CCC(=O)OC(C)(C)C)C(NC1=CC=C(C=C1)OC(F)(F)F)=O)=O)=O